N-(4-chloro-3-{6-oxo-4-[6-(2-propoxyethoxy)pyridin-3-yl]-1,6-dihydropyrimidin-2-yl}benzyl)isobutyramide ClC1=C(C=C(CNC(C(C)C)=O)C=C1)C=1NC(C=C(N1)C=1C=NC(=CC1)OCCOCCC)=O